(6-((2-(sec-butyl)-1,3-dioxoisoindolin-4-yl)amino)-6-oxohexyl)triphenylphosphonium bromide [Br-].C(C)(CC)N1C(C2=CC=CC(=C2C1=O)NC(CCCCC[P+](C1=CC=CC=C1)(C1=CC=CC=C1)C1=CC=CC=C1)=O)=O